FC=1C=C(C=C(C1N[C@@H](CSC1=CC=C(C=C1)F)CCN1CC(C1)F)F)S(=O)(=O)NC(=O)[C@@]1(OCCCCC1)C (R)-N-((3,5-DIFLUORO-4-(((R)-4-(3-FLUOROAZETIDIN-1-YL)-1-((4-FLUOROPHENYL)THIO)BUTAN-2-YL)AMINO)PHENYL)SULFONYL)-2-METHYLOXEPANE-2-CARBOXAMIDE